(6R)-2-bromo-6-[2-[2-[tert-butyl(diphenyl)silyl]oxyethoxy]ethyl]-6,7-dihydro-5H-pyrazolo[1,5-a]pyrazin-4-one BrC1=NN2C(C(N[C@@H](C2)CCOCCO[Si](C2=CC=CC=C2)(C2=CC=CC=C2)C(C)(C)C)=O)=C1